C(C1=CC=CC=C1)(=O)OC[C@]1(O[C@H]([C@@H]([C@@H]1O)OC(C1=CC=CC=C1)=O)N1C=CC2=C1N=CN=C2C#N)F ((2S,3S,4R,5R)-4-(benzoyloxy)-5-(4-cyano-7H-pyrrolo[2,3-d]pyrimidin-7-yl)-2-fluoro-3-hydroxytetrahydrofuran-2-yl)methyl benzoate